BrC1=C(C(=C(C=C1CC#N)Br)CC#N)F 2,2'-(1,4-dibromo-2-fluoro-3,6-phenylene)diacetonitrile